S1C(=CC=2C1=CN=CC2)C(=O)N2CCC(CC2)CCCCNC(=O)C2=CC=1C(=CN=CC1)S2 N-{4-[1-({thieno[2,3-c]pyridin-2-yl}carbonyl)piperidin-4-yl]butyl}thieno[2,3-c]pyridine-2-carboxamide